6-methoxy-7-(3,5-dimethylphenyl)-1H-indene COC1=CC=C2C=CCC2=C1C1=CC(=CC(=C1)C)C